COC(C1=CC(=C(C=C1)OCC=C)CO)=O 4-allyloxy-3-(hydroxymethyl)benzoic acid methyl ester